BrC1=C(C=C(C=C1)C1=CC=C(C=C1)C#N)OC 4'-bromo-3'-methoxy-[1,1'-biphenyl]-4-carbonitrile